C(C)(C)OC(CNC(CCCCCCCCC)=O)=O N-decanoyl-glycine isopropyl ester